BrC1=C(C=C2C(=CN=NC2=C1)C1CC1)Cl 7-bromo-6-chloro-4-cyclopropylcinnoline